2-cyclohexyl-2-methylpropanoyl chloride C1(CCCCC1)C(C(=O)Cl)(C)C